CC1=C(CCN(C1)C(=O)OC(C)(C)C)O[Si](C)(C)C tert-butyl 5-methyl-4-((trimethylsilyl)oxy)-3,6-dihydropyridine-1(2H)-carboxylate